2-((2-((4-(((3-(1-acryloylpiperidin-3-yl)phenyl)amino)methyl)phenyl)amino)-5-(trifluoromethyl)pyrimidin-4-yl)amino)-6-fluoro-N-methylbenzamide C(C=C)(=O)N1CC(CCC1)C=1C=C(C=CC1)NCC1=CC=C(C=C1)NC1=NC=C(C(=N1)NC1=C(C(=O)NC)C(=CC=C1)F)C(F)(F)F